N-(4-(aminomethyl)cyclohexyl)-6-(4,4-dimethylcyclohexyl)-2-methylpyridin-3-amine NCC1CCC(CC1)NC=1C(=NC(=CC1)C1CCC(CC1)(C)C)C